FC1=CC=C(CC2=CC3=C(OC[C@@H](N3C(=O)OCC3=CC=CC=C3)C)N=C2C(NC[C@@H]2OCCC2)=O)C=C1 benzyl (S)-7-(4-fluorobenzyl)-2-methyl-6-((((R)-tetrahydrofuran-2-yl) methyl) carbamoyl)-2,3-dihydro-1H-pyrido[2,3-b][1,4]oxazine-1-carboxylate